ClC=1C=C2C(=NC(N(C2=CC1OCCO)C)=O)N1CCOCC2=C1C=CC=C2C#CC2CC2 6-chloro-4-(6-(cyclopropylethynyl)-2,3-dihydrobenzo[e][1,4]oxazepine-1(5H)-yl)-7-(2-hydroxyethoxy)-1-methylquinazolin-2(1H)-one